(2,2,4-trimethyl)HexaneN CC(C)(C=C(CC)C)C